7-((7-cyclopropyl-6,7,8,9-tetrahydro-5H-pyrido[2,3-d]azepin-2-yl)amino)-4-(6-methylpyrazolo[1,5-a]-pyridin-3-yl)isoindolin-1-one C1(CC1)N1CCC2=C(CC1)C=CC(=N2)NC=2C=CC(=C1CNC(C21)=O)C=2C=NN1C2C=CC(=C1)C